FC(=C)C 2-Fluoropropen